4,4-difluorocyclohexyl-(methyl)-1-(3-fluoropropyl)-1H-1,2,3-triazole-5-carboxamide FC1(CCC(CC1)NC(=O)C1=C(N=NN1CCCF)C)F